CS(=O)(=O)CCCN1[C@H]2[C@@](CCC1)(CCC2)COC=2N=C(C1=C(N2)C(=CN=C1)F)N1CCOCCC1 2-{[(4aS,7aR)-1-(3-methanesulfonylpropyl)-octahydro-1H-cyclopenta[b]pyridin-4a-yl]methoxy}-8-fluoro-4-(1,4-oxazepan-4-yl)pyrido[4,3-d]pyrimidin